N-((R)-4-morpholino-1,4-dioxo-1-(((R)-1-((3aS,4S,6S,7aR)-3a,5,5-trimethylhexahydro-4,6-methanobenzo[d][1,3,2]dioxaborol-2-yl)butyl)amino)butan-2-yl)pyrazine-2-carboxamide O1CCN(CC1)C(C[C@H](C(N[C@@H](CCC)B1O[C@@]2([C@H](O1)C[C@H]1C([C@@H]2C1)(C)C)C)=O)NC(=O)C1=NC=CN=C1)=O